2-((3R,4R)-4-amino-3-fluoropiperidin-1-yl)-5-(7-chloro-2-methylbenzo[d]thiazol-6-yl)-7H-pyrrolo[2,3-d]pyrimidine-4-carboxamide N[C@H]1[C@@H](CN(CC1)C=1N=C(C2=C(N1)NC=C2C2=C(C1=C(N=C(S1)C)C=C2)Cl)C(=O)N)F